2,5-difluoro-3,4-dimethoxybenzaldehyde FC1=C(C=O)C=C(C(=C1OC)OC)F